N-(2-(2-((1-(4-(((2S,4R)-2-methyl-1-propionyl-1,2,3,4-tetrahydroquinolin-4-yl)amino)phenyl)-1H-1,2,3-triazol-4-yl)methoxy)ethoxy)ethyl)-2-nitrobenzenesulfonamide C[C@@H]1N(C2=CC=CC=C2[C@@H](C1)NC1=CC=C(C=C1)N1N=NC(=C1)COCCOCCNS(=O)(=O)C1=C(C=CC=C1)[N+](=O)[O-])C(CC)=O